2-(((6Z,9Z,12Z)-octadeca-6,9,12-trien-1-yl)oxy)butanoic acid C(CCCC\C=C/C\C=C/C\C=C/CCCCC)OC(C(=O)O)CC